N-(8-(benzyloxy)-2,2-dimethyloctyl)-2-fluoro-4-methoxy-N-(6-methylpyridin-2-yl)benzamide C(C1=CC=CC=C1)OCCCCCCC(CN(C(C1=C(C=C(C=C1)OC)F)=O)C1=NC(=CC=C1)C)(C)C